C(=CC1=CC=CC=C1)C=1C(=NC=CC1)C=CC1=CC=CC=C1 Distyrylpyridin